N1N=CC(=C1)C1=CC=NC=C1 4-(1H-pyrazol-4-yl)pyridine